ClC=1C=C2C(=NC(=NC2=CC1)C)N1CC=2C=C(C=NC2CC1)C(F)(F)F 6-chloro-2-methyl-4-[3-(trifluoromethyl)-7,8-dihydro-5H-1,6-naphthyridin-6-yl]quinazoline